CN1C[C@@H](CC1)C(=O)OCC([C@H](C[C@H]1C(NCC1)=O)NC([C@@H](NC(=O)C=1NC2=CC=CC(=C2C1)OC)CC(C)C)=O)=O (3S)-3-({N-[(4-methoxy-1H-indol-2-yl)carbonyl]-L-leucyl}amino)-2-oxo-4-[(3S)-2-oxopyrrolidin-3-yl]butyl (3R)-1-methylpyrrolidine-3-carboxylate